3,4-difluoro-2-(2-fluoro-4-methoxyphenylamino)-5-vinylbenzoic acid FC=1C(=C(C(=O)O)C=C(C1F)C=C)NC1=C(C=C(C=C1)OC)F